FC1=C2C(C=C(NC2=CC(=C1)F)C1=CC=2N(C=C1S(=O)(=O)C)N=CN2)=O 5,7-Difluoro-2-(6-(methylsulfonyl)-[1,2,4]triazolo[1,5-a]pyridin-7-yl)quinolin-4(1H)-one